FC(C=1C=CC(=NC1)N1C[C@H]2N(C3=C1C=CC=N3)CCN(C2)C(C)=O)(F)F (R)-1-(5-(5-(trifluoromethyl)pyridin-2-yl)-5,6,6a,7,9,10-hexahydro-8H-pyrazino[1,2-a]pyrido[3,2-e]pyrazin-8-yl)ethan-1-one